C1(=CC=CC=C1)CCC(=O)OCCC(CCCCCCCCCCCCCC)CCCCCCCCCCCC 3-dodecylheptadecyl 3-phenylpropanoate